1-methyl-N-((S)-1-(3-((S)-2-methylpiperidin-1-yl)-1,2,4-oxadiazol-5-yl)ethyl)-3-(trifluoromethyl)-1H-pyrazole-5-carboxamide CN1N=C(C=C1C(=O)N[C@@H](C)C1=NC(=NO1)N1[C@H](CCCC1)C)C(F)(F)F